pyrido[2,3-d]pyrimidin-4-amine-1-d1 N1(CN=C(C2=C1N=CC=C2)N)[2H]